2-bromo-1-(2-methoxypyrimidin-5-yl)ethan-1-one tert-butyl-4-(2-(chloromethyl)-6-cyclopropylimidazo[1,2-a]pyridin-8-yl)piperazine-1-carboxylate C(C)(C)(C)OC(=O)N1CCN(CC1)C=1C=2N(C=C(C1)C1CC1)C=C(N2)CCl.BrCC(=O)C=2C=NC(=NC2)OC